(3aR,6aR)-5-[2-(2,4-dimethoxypyrimidin-5-yl)pyrazolo[3,4-d]pyrimidin-4-yl]-1,3,3a,4,6,6a-hexahydrofuro[3,4-c]pyrrole COC1=NC=C(C(=N1)OC)N1N=C2N=CN=C(C2=C1)N1C[C@H]2[C@H](C1)COC2